3-(4-chlorophenyl)-1-phenylpropane ClC1=CC=C(C=C1)CCCC1=CC=CC=C1